4-(4-(3,8-Diazabicyclo[3.2.1]oct-3-yl)-2-((1-(morpholinomethyl)cyclopropyl)methoxy)-5,8-dihydropyrido[3,4-d]pyrimidin-7(6H)-yl)-5-methylnaphthalen-2-ol C12CN(CC(CC1)N2)C=2C1=C(N=C(N2)OCC2(CC2)CN2CCOCC2)CN(CC1)C1=CC(=CC2=CC=CC(=C12)C)O